[Tc](=O)(=O)(=O)[O-].[Li+] lithium pertechnetate